propyl-3-methylimidazolium chlorochromate [Cr](=O)(=O)([O-])Cl.C(CC)C=1NC=C[N+]1C